C(C1=CC=CC=C1)ONC(C(C)(C)N1C(N(C2=C(C1=O)C(=C(S2)C=2OC=CN2)C)C[C@H](OC2CCOCC2)C2=C(C=CC=C2)OC)=O)=O (R)-N-(benzyloxy)-2-(1-(2-(2-methoxyphenyl)-2-((tetrahydro-2H-pyran-4-yl)oxy)ethyl)-5-methyl-6-(oxazol-2-yl)-2,4-dioxo-1,2-dihydrothieno[2,3-d]pyrimidin-3(4H)-yl)-2-methylpropanamide